O=C1NC(CCC1N1C(C2=CC=C(C=C2C1=O)N1CCN(CC1)CC1CCNCC1)=O)=O 2-(2,6-dioxopiperidin-3-yl)-5-(4-(piperidine-4-ylmethyl)piperazin-1-yl)isoindoline-1,3-dione